CN(C)C(=[N+](C)C)ON1C2=C(C=CC(=C2)Cl)N=N1.F[P-](F)(F)(F)(F)F o-(6-chlorobenzotriazol-1-yl)-N,N,N',N'-tetramethyluronium hexafluorophosphate